N1(CCOCC1)CC1(COC1)CC1=C(C=CC(=C1)N)N ((3-(morpholinylmethyl)oxetan-3-yl)methyl)benzene-1,4-diamine